F[C@@H]1[C@@H](CN(C1)C)NC=1C=2N(C=CC1)C(=C(N2)C#CCNC=2C=C1CCNC(C1=CC2OC)=O)SC(F)(F)F 6-((3-(8-(((3R,4S)-4-fluoro-1-methylpyrrolidin-3-yl)amino)-3-((trifluoromethyl)thio)imidazo[1,2-a]pyridin-2-yl)prop-2-yn-1-yl)amino)-7-methoxy-3,4-dihydroisoquinolin-1(2H)-one